anthryl-phosphine oxide C1(=CC=CC2=CC3=CC=CC=C3C=C12)[PH2]=O